dideuteriofluoroiodomethane [2H]C(I)(F)[2H]